C[C@H]1CC[C@@H]([C@@H](C1)O)C(=C)C (1R,2R,5S)-5-Methyl-2-(prop-1-en-2-yl)cyclohexanol